3-(6-amino-2-fluoro-8-((6-iodo-2,3-dihydro-1H-inden-5-yl)methyl)-9H-purin-9-yl)-N-isopropylpropane-1-sulfonamide NC1=C2N=C(N(C2=NC(=N1)F)CCCS(=O)(=O)NC(C)C)CC=1C=C2CCCC2=CC1I